C12(C(CC(CC1)C2(C)C)S(=O)(=O)ON2C(=O)C1C3C=CC(C1C2=O)O3)C N-(camphanylsulfonyloxy)-7-oxabicyclo[2.2.1]-hept-5-ene-2,3-dicarboximide